IC1=CC=C(C=C1)C1=NNC(C2=CC=CC=C12)=O (4-iodophenyl)-2,3-naphthyridin-1-one